FC1=C(C(=O)O)C=CC(=C1)C1=NC(=NC=C1C)NC=1C=NN(C1)C1CC(OC(C1)(C)C)(C)C 2-Fluoro-4-(5-methyl-2-((1-(2,2,6,6-tetramethyltetrahydro-2H-pyran-4-yl)-1H-pyrazol-4-yl)amino)pyrimidin-4-yl)benzoic Acid